4-aminobicyclo[2.2.1]heptan-1-ol hydrochloride Cl.NC12CCC(CC1)(C2)O